methyl-2-(((((S)-5-oxopyrrolidin-3-yl)methyl)amino)methyl)pyrrolo[2,1-f][1,2,4]triazin-4(3H)-one CN1C(=NN2C(C1=O)=CC=C2)CNC[C@H]2CNC(C2)=O